2-[6-[[3-(trifluoromethyl)-1H-pyrazol-5-yl]methyl]-2-azaspiro[3.3]heptane-2-carbonyl]-2,5-diazaspiro[3.4]octan-6-one FC(C1=NNC(=C1)CC1CC2(CN(C2)C(=O)N2CC3(C2)NC(CC3)=O)C1)(F)F